C(C)C=1C(=CC=C2C=C(C=C(C12)C1=C(C=2N=C(N=C(C2C=N1)N1CC2CCC(C1)N2C(=O)OC(C)(C)C)SC)F)OCOC)F tert-butyl 3-[7-[8-ethyl-7-fluoro-3-(methoxy methoxy)-1-naphthyl]-8-fluoro-2-methylsulfanyl-pyrido[4,3-d]pyrimidin-4-yl]-3,8-diazabicyclo[3.2.1]octane-8-carboxylate